N'-(4-fluorophenyl)acethydrazide FC1=CC=C(C=C1)NNC(C)=O